NC1=NC=CC2=CC(=CC=C12)CNC(=O)C=1SC(=C(C1)Cl)CCl N-((1-aminoisoquinolin-6-yl)methyl)-4-chloro-5-(chloromethyl)thiophene-2-carboxamide